ClC=1C=C2C3=C(NC2=C(C1)C1=CC=C(C=C1)S(=O)C)C(=NC=C3)C 6-Chloro-8-(4-methanesulfinyl-phenyl)-1-methyl-9H-pyrido[3,4-b]indole